6-(benzylthio)-1-(4-bromo-2-methoxyphenyl)-7-fluoroquinolin-2(1H)-one C(C1=CC=CC=C1)SC=1C=C2C=CC(N(C2=CC1F)C1=C(C=C(C=C1)Br)OC)=O